(±)-3-aminopiperidine N[C@H]1CNCCC1 |r|